C1(CCCC1)OC=1C=C(OC=2N=NNC2C(=O)O)C=CC1 4-(3-(cyclopentyloxy)phenoxy)-1H-1,2,3-triazole-5-carboxylic acid